trans-2-Chloro-5-(2,2-dichloro-3-(3,5-dichlorophenyl)cyclopropane-1-carboxamido)-N-(4-(trifluoromethyl)thiazol-2-yl)benzamide sodium 2-fluorobenzenesulfinate FC1=C(C=CC=C1)S(=O)[O-].[Na+].ClC1=C(C(=O)NC=2SC=C(N2)C(F)(F)F)C=C(C=C1)NC(=O)[C@@H]1C([C@H]1C1=CC(=CC(=C1)Cl)Cl)(Cl)Cl